CC(C[C@@H](C(NNCCC)=O)NC(OCC1=CC=CC=C1)=O)C benzyl N-[(1S)-3-methyl-1-(propylaminocarbamoyl)butyl]carbamate